3,4-dimethoxypyridin-2-amine COC=1C(=NC=CC1OC)N